ClC1=NN=C2N1C1=CC=C(C=C1C(=N2)N(C2=CC(=CC=C2)C2=CC=C(C=C2)OCCC)C)F chloro-7-fluoro-N-methyl-N-[3-(4-propoxyphenyl)phenyl]-[1,2,4]triazolo[4,3-a]quinazolin-5-amine